(5S,5aS,6S,9R)-2-chloro-1-fluoro-5-methyl-12-(methylthio)-5a,6,7,8,9,10-hexahydro-5H-4-oxa-3,10a,11,13,14-pentaaza-6,9-methanonaphtho[1,8-ab]heptalene-14-carboxylate ClC=1C(=C2N=C(N=C3C2=C(O[C@H]([C@@H]2[C@@H]4CC[C@H](CN32)N4C(=O)[O-])C)N1)SC)F